NC1=NC2=C(N1CC1=CC=C(C=C1)S(=O)(=O)N)C(=CC(=C2)C#N)OC 4-((2-amino-5-cyano-7-methoxy-1H-benzo[d]imidazol-1-yl)methyl)benzenesulfonamide